1,3-butyleneglycol diacrylate C(C=C)(=O)OCCC(C)OC(C=C)=O